C1C2(C(N3C=CC=C13)=O)CCNCC2 spiro[piperidine-4,2'-pyrrolizin]-3'-one